CN(C(CCCCCC)CCCCCCCCCCC\C=C/C\C=C/CCCCC)C (19Z,22Z)-N,N-dimethyloctacosa-19,22-dien-7-amine